6-(3-Chloro-6-(difluoromethyl)-2-fluorophenyl)pyrazine-2-carboxylic acid ClC=1C(=C(C(=CC1)C(F)F)C1=CN=CC(=N1)C(=O)O)F